rac-N-{(3S,4S)-4-[([1,1'-biphenyl]-3-yl)methyl]-7,8-dimethyl-6-oxo-1,3,4,6-tetrahydro-2H-quinolizin-3-yl}methanesulfonamide C1(=CC(=CC=C1)C[C@H]1[C@H](CCC2=CC(=C(C(N12)=O)C)C)NS(=O)(=O)C)C1=CC=CC=C1 |r|